Hexacen C1=CC=CC2=CC3=CC4=CC5=CC6=CC=CC=C6C=C5C=C4C=C3C=C12